CC1(CN=COC1)C 5,5-dimethyl-5,6-dihydro-4H-1,3-oxazine